4-cyano-N-[2-(4,4-dimethylcyclohexen-1-yl)-6-(3,3,5,5-tetramethyl-piperazin-1-yl)-3-pyridyl]-1-(2-trimethylsilylethoxymethyl)imidazole-2-carboxamide C(#N)C=1N=C(N(C1)COCC[Si](C)(C)C)C(=O)NC=1C(=NC(=CC1)N1CC(NC(C1)(C)C)(C)C)C1=CCC(CC1)(C)C